C(C)(C)(C)O[C@H](C(=O)OCC)C1=C(C2=C(N=C(S2)C=2C=C3C(=NN(C3=CC2)C)C2CCN(CC2)C2CN(C2)C)C=C1C)C1=CC=C(C=C1)Cl ethyl (S)-2-(tert-butoxy)-2-(7-(4-chlorophenyl)-5-methyl-2-(1-methyl-3-(1-(1-methylazetidin-3-yl)piperidin-4-yl)-1H-indazol-5-yl)benzo[d]thiazol-6-yl)acetate